tetrafluorooxazine boron [B].FC1=C(C(=C(NO1)F)F)F